((2R,4S)-2-(((S)-1-(((6-amino-2-methylpyridin-3-yl)methyl)amino)-1-oxopropan-2-yl)carbamoyl)-4-phenylpiperidin-1-yl)butanoic acid NC1=CC=C(C(=N1)C)CNC([C@H](C)NC(=O)[C@@H]1N(CC[C@@H](C1)C1=CC=CC=C1)C(C(=O)O)CC)=O